C(CCC)[Si](C1=CC=CC=C1)(C1=CC=CC=C1)Cl butylchlorodiphenyl-silane